ClC1=NC(=C2N=CN(C2=N1)CC1=CC=C(C=C1)OC)N1N=CC=2C=NC=CC21 2-chloro-9-(4-methoxybenzyl)-6-(1H-pyrazolo[4,3-c]pyridin-1-yl)-9H-purine